6-(2-(2,2,2-trifluoroethoxy)pyrimidin-5-yl)-2-((6-(trifluoromethyl)pyridin-3-yl)methyl)pyridazin-3(2H)-one FC(COC1=NC=C(C=N1)C=1C=CC(N(N1)CC=1C=NC(=CC1)C(F)(F)F)=O)(F)F